C(C)(C)(C)OC(=O)N1C=C(C2=CC=C(C=C12)F)CC#N 6-fluoro-3-(cyanomethyl)-1H-indole-1-carboxylic acid tert-butyl ester